C(C)(C)(C)C=1C=C(CCOCCC2=CC(=C(C(=C2)C(C)(C)C)O)C(C)(C)C)C=C(C1O)C(C)(C)C 3,5-di-tert-butyl-4-hydroxybenzylmethyl ether